5-chloro-2-methyl-N-((1r,4r)-4-((3-(5-(methylamino)pyridin-2-yl)-2-oxo-2,3-dihydro-1H-benzo[d]imidazol-1-yl)methyl)cyclohexyl)nicotinamide ClC=1C=NC(=C(C(=O)NC2CCC(CC2)CN2C(N(C3=C2C=CC=C3)C3=NC=C(C=C3)NC)=O)C1)C